3-(3,4-Dimethylphenyl)-5-(4-ethoxyphenyl)-1H-pyrazole CC=1C=C(C=CC1C)C1=NNC(=C1)C1=CC=C(C=C1)OCC